ClC(CCCCCC(C)Cl)[SiH](O[SiH2]O[SiH2]O[SiH3])C 1,7-dichlorooctylmethyltetrasiloxane